rac-N-[(4R,5R)-4-(2-bromophenyl)-7-ethyl-6-oxo-1-phenyl-4H,5H-pyrazolo[3,4-b]pyridin-5-yl]-4-(trifluoromethyl)pyrimidine-2-carboxamide BrC1=C(C=CC=C1)[C@H]1C2=C(N(C([C@@H]1NC(=O)C1=NC=CC(=N1)C(F)(F)F)=O)CC)N(N=C2)C2=CC=CC=C2 |r|